C1(CC1)\C=C\1/[C@@H]2[C@H]([C@H]([C@H]1CC2)C(NC2=CC(=C(C=C2)F)C(F)(F)F)=O)NC(=O)C2=C(C=C1CCNCC1=C2)OC N-((1R,2R,3S,4R,Z)-7-(cyclopropylmethylene)-3-((4-fluoro-3-(trifluoromethyl)phenyl)carbamoyl)bicyclo[2.2.1]heptan-2-yl)-6-methoxy-1,2,3,4-tetrahydroisoquinoline-7-carboxamide